4-(2-Amino-5-(4-(difluoromethyl)phenyl)-4-oxo-4,7-dihydro-3H-pyrrolo[2,3-d]pyrimidin-6-yl)-N,N-dimethylbenzenesulfonamide NC=1NC(C2=C(N1)NC(=C2C2=CC=C(C=C2)C(F)F)C2=CC=C(C=C2)S(=O)(=O)N(C)C)=O